2-(1-methyl-1H-pyrazol-4-yl)-N-(5-(2-(piperidin-1-yl)acetamido)pyridin-3-yl)-1H-pyrrolo[2,3-b]pyridine-5-carboxamide CN1N=CC(=C1)C1=CC=2C(=NC=C(C2)C(=O)NC=2C=NC=C(C2)NC(CN2CCCCC2)=O)N1